[C@H]12CN(C[C@H](CC1)N2)C=2C1=C(N=C(N2)OC2CC3(CCCN3C2)CO)C(=C(N=C1)C1=CC=CC2=CC=CC(=C12)Cl)F (2-((4-((1R,5S)-3,8-diazabicyclo[3.2.1]octan-3-yl)-7-(8-chloronaphthalen-1-yl)-8-fluoropyrido[4,3-d]pyrimidin-2-yl)oxy)tetrahydro-1H-pyrrolizin-7a(5H)-yl)methanol